C(CCCCCCCCCCCCC)(=O)OC[C@@H](OC(CCCCCCCCCCCCC)=O)COP(=O)(O)O.C(CCCCCCCCCCC)(=O)OC[C@@H](OC(CCCCCCCCCCC)=O)COP(=O)(O)OC[C@H](N)C(=O)O 1,2-dilauroyl-sn-glycero-3-phosphoserine 1,2-dimyristoyl-sn-glycero-3-phosphate